NC(C#N)C1=CN=CC2=CC=CC(=C12)Br 2-amino-2-(5-bromo-4-isoquinolyl)acetonitrile